COC1=C(C(=CC(=C1)CCCCC)OC)C1=C(C=CC(=C1)C)C(C)(C)O 2-(2',6'-dimethoxy-5-methyl-4'-pentylbiphenyl-2-yl)propan-2-ol